(1S,2S)-N-[7-chloro-6-(4-cyano-4-fluoro-1-piperidinyl)-3-isoquinolinyl]-2-ethyl-3-(1-methylpyrazol-4-yl)cyclopropanecarboxamide ClC1=C(C=C2C=C(N=CC2=C1)NC(=O)[C@H]1[C@H](C1C=1C=NN(C1)C)CC)N1CCC(CC1)(F)C#N